FC(C)(F)C1=CCN(CN1C)C1=C(C=C(C(=C1)F)[N+](=O)[O-])F 6-(1,1-difluoroethyl)-3-(2,5-difluoro-4-nitro-phenyl)-1-methyl-pyrimidine